potassium 5-hydroxypentadecanoate OC(CCCC(=O)[O-])CCCCCCCCCC.[K+]